isopropyl (R)-2-amino-2-(4-bromophenyl)-4,4-dimethylpentanoate N[C@](C(=O)OC(C)C)(CC(C)(C)C)C1=CC=C(C=C1)Br